C12(CCC3=CC=CC=C13)CC2 2',3'-dihydrospiro[cyclopropane-1,1'-indene]